OC=1C=C2C=CC=C(C2=CC1)C#N 6-hydroxy-1-naphthalenenitrile